N-(7-(4,4-difluoropiperidin-1-yl)pyrazolo[1,5-a]pyridin-5-yl)-4-nitro-2-(6-azaspiro[2.5]oct-6-yl)benzamide FC1(CCN(CC1)C1=CC(=CC=2N1N=CC2)NC(C2=C(C=C(C=C2)[N+](=O)[O-])N2CCC1(CC1)CC2)=O)F